COC1=NC2=CC(=CC=C2C=C1C(=O)OCC)C=1OC=CN1 ethyl 2-methoxy-7-(oxazol-2-yl)quinoline-3-carboxylate